tert-butyl 6-(2-(2-chloro-5-cyanophenyl)-5,7-difluoro-4-oxo-1,4-dihydroquinolin-6-yl)-2,6-diazaspiro[3.3]heptane-2-carboxylate ClC1=C(C=C(C=C1)C#N)C=1NC2=CC(=C(C(=C2C(C1)=O)F)N1CC2(CN(C2)C(=O)OC(C)(C)C)C1)F